4-(3-(fluoromethyl)-4-methylpiperazin-1-yl)-1H-benzo[d]Imidazole FCC1CN(CCN1C)C1=CC=CC=2NC=NC21